N-(4-((5-(furan-2-yl)-2-methoxyphenyl)amino)-7-methoxy-quinazolin-6-yl)acrylamide O1C(=CC=C1)C=1C=CC(=C(C1)NC1=NC=NC2=CC(=C(C=C12)NC(C=C)=O)OC)OC